5-cyclopropyl-3-(2-trifluoromethoxyphenyl)isoxazole C1(CC1)C1=CC(=NO1)C1=C(C=CC=C1)OC(F)(F)F